C(CCC)[Sn]CCCC Dibutyl-tin(II)